ethyl (E)-3-(4-((tert-butoxycarbonyl)amino)pyrimidin-2-yl)acrylate C(C)(C)(C)OC(=O)NC1=NC(=NC=C1)/C=C/C(=O)OCC